1-(3-tert-butoxycarbonylphenyl)-6-oxo-pyridazine-3-carboxylic acid C(C)(C)(C)OC(=O)C=1C=C(C=CC1)N1N=C(C=CC1=O)C(=O)O